N-vinyl-3-butyl-pyrrolidone C(=C)N1C(C(CC1)CCCC)=O